N-(5-fluoro-1H-indol-3-yl)-3,4-dihydroisoquinoline-2(1H)-carboxamide FC=1C=C2C(=CNC2=CC1)NC(=O)N1CC2=CC=CC=C2CC1